2'-O-propynyl-adenosine-3'-phosphate P(=O)(O)(O)O[C@H]1[C@H]([C@@H](O[C@@H]1CO)N1C=NC=2C(N)=NC=NC12)OC#CC